BrC1=NN(C(=C1)C1=NC2=C(C(O1)=O)C=C(C=C2)Cl)C2=NC=CC=C2Cl 2-[3-bromo-1-(3-chloro-2-pyridyl)-1H-pyrazol-5-yl]-6-chloro-4H-3,1-benzoxazin-4-one